FC=1C(=CC(=C(C(=O)N[C@@H](CO)C)C1)O[C@@H](C)CC(C)C)N1N=C(N(C1=O)C)C(C)C 5-fluoro-N-[(2R)-1-hydroxypropan-2-yl]-4-[4-methyl-5-oxo-3-(propan-2-yl)-4,5-dihydro-1H-1,2,4-triazol-1-yl]-2-{[(2S)-4-methylpent-2-yl]oxy}benzamide